C(C)C1=C(C(=CC(=C1)OCCCC)CC)O 2,6-diethyl-4-butoxyphenol